L-valinamide trifluoroacetate FC(C(=O)O)(F)F.N[C@@H](C(C)C)C(=O)N